C(C)(=O)C1=CC2=C(N=C(N=C2)NC2=CC=C(C=N2)N(C(C)=O)C)N(C1=O)C1CCCC1 N-[6-(6-Acetyl-8-cyclopentyl-7-oxo-7,8-dihydro-pyrido[2,3-d]pyrimidin-2-ylamino)-pyridin-3-yl]-N-methyl-acetamide